FC(CN(C)C(=O)OCC1=CC=CC=C1)(CCO)F benzyl [(2,2-difluoro-4-hydroxybutyl)(methyl)amino]carboxylate